CC1(OB(OC1(C)C)C1=CCC(CC1)CC(=O)OC)C methyl [4-(4,4,5,5-tetramethyl-1,3,2-dioxaborolan-2-yl)cyclohex-3-en-1-yl]acetate